C(\C=C\C(=O)O)(=O)O.CN(C(CCCN(CCC[C@H](C(C)C)N1CC2(C1)CN(CC2)C=2N=CN=NC2OC2=C(C(=O)N(C(C)C)CC)C=C(C=C2)F)C)=O)C (R)-2-((5-(2-(6-((4-(dimethylamino)-4-oxobutyl)(methyl)amino)-2-methylhex-3-yl)-2,6-diazaspiro[3.4]oct-6-yl)-1,2,4-triazin-6-yl)oxy)-N-ethyl-5-fluoro-N-isopropylbenzamide fumarate